2,2'-methylenebis-(4-methyl-6-tert-butyl-phenol) C(C1=C(C(=CC(=C1)C)C(C)(C)C)O)C1=C(C(=CC(=C1)C)C(C)(C)C)O